para-trifluoromethyl-D-phenylalanine FC(C1=CC=C(C[C@@H](N)C(=O)O)C=C1)(F)F